(1S,2R,3S,4S)-1-((2S)-2-((4S,5R)-2-(2-chloro-5-fluorophenyl)-5-hydroxy-1,3-dioxan-4-yl)-2-hydroxyethyl)-3,4-dihydroxy-2-(hydroxymethyl)tetrahydro-1H-selenophen-1-ium ClC1=C(C=C(C=C1)F)C1OC[C@H]([C@H](O1)[C@@H](C[Se@+]1[C@@H]([C@H]([C@@H](C1)O)O)CO)O)O